C(#N)C1=CC(=C(C=C1)C1C(=C(NC2=C(C=NC(=C12)OCC)C)C)C(=O)N)OC 4-(4-cyano-2-methoxyphenyl)-5-ethoxy-2,8-dimethyl-1,4-dihydro-1,6-naphthyridine-3-carboxamide